CC1(C=CC(C1C(=O)OCC)=O)C ethyl 5,5-dimethyl-2-oxo-3-cyclopentene-1-carboxylate